COCC1=NC(=NO1)C=1C=C2CC[C@H](C2=CC1)NC(=O)C1=C(C=NO1)C (R)-N-(5-(5-(methoxymethyl)-1,2,4-oxadiazol-3-yl)-2,3-dihydro-1H-inden-1-yl)-4-methylisoxazole-5-carboxamide